ClC1=C2C(=NC=C1OC=1C=NN3C1C=CC=C3)N=C(N2C)NC=2C(N(N=C(C2)C2CC2)C)=O 4-((7-chloro-1-methyl-6-(pyrazolo[1,5-a]pyridin-3-yloxy)-1H-imidazo[4,5-b]pyridin-2-yl)amino)-6-cyclopropyl-2-methylpyridazin-3(2H)-one